OC1=CC=C2C(CC3(C2=C1)CC(C1=CC=C(C=C13)O)(C)C)(C)C 6,6'-dihydroxy-3,3,3',3'-tetramethylspirobiindane